tert-butyl (6-acetyl-1,3,4,5-tetrahydrobenzo[c]oxepin-1-yl)methyl(methyl)carbamate C(C)(=O)C1=CC=CC=2C(OCCCC21)CN(C(OC(C)(C)C)=O)C